Methyl ((S)-1-cyclobutyl-2-((S)-3-(((S)-1-(cyclopropylamino)-6,6-difluoro-1,2-dioxoheptan-3-yl)carbamoyl)-2-azaspiro[4.5]decan-2-yl)-2-oxoethyl)carbamate C1(CCC1)[C@@H](C(=O)N1CC2(C[C@H]1C(N[C@H](C(C(=O)NC1CC1)=O)CCC(C)(F)F)=O)CCCCC2)NC(OC)=O